OC1=C(OC2=C(C(=C(C=C2C1=O)C1OC(CC(C1(O)O)O)CO)O)C1OC(CC(C1(O)O)O)CO)C1=CC=C(C=C1)O 3,7-dihydroxy-2-(4-hydroxyphenyl)-6,8-bis[3,4,3-trihydroxy-6-(hydroxymethyl)tetrahydro-2H-pyran-2-yl]-4H-chromen-4-one